1,2-dipentoxyphenol C(CCCC)OC1(C(C=CC=C1)OCCCCC)O